CN1C(C=C(C2=C1N=C(N=C2)NC=2C=CC(=C(C2)NC(C)=O)N2CCN(CC2)C)C#C[Si](C(C)C)(C(C)C)C(C)C)=O N-[5-({8-Methyl-7-oxo-5-[2-(triisopropylsilyl)ethynyl]pyrido[2,3-d]pyrimidin-2-yl}amino)-2-(4-methylpiperazin-1-yl)phenyl]acetamide